(13S,13aR)-13-ethyl-2,3,10,11-tetramethoxy-5,6,7,8,13,13a-hexahydroisoquinolino[2,1-b]isoquinoline C(C)[C@@H]1[C@H]2N(CC=3C=C(C(=CC13)OC)OC)CCC=1C=C(C(=CC12)OC)OC